6-chloro-2,3-dimethyl-pyrido[3,4-d]pyrimidin-4-one ClC1=CC2=C(N=C(N(C2=O)C)C)C=N1